OCC1=CC=C(C2=CC=CC=C12)C#N 4-(hydroxymethyl)-1-naphthalenecarbonitrile